NC1=NC=CC(=N1)C1=CC=C(C=C1)C(C(=O)OC)(C)C methyl 2-(4-(2-aminopyrimidin-4-yl) phenyl)-2-methylpropionate